tert-butyl N-methyl-N-[2-[[[4-(methylamino)-2-methylsulfanyl-pyrimidin-5-yl]methylamino]methyl]phenyl]carbamate CN(C(OC(C)(C)C)=O)C1=C(C=CC=C1)CNCC=1C(=NC(=NC1)SC)NC